6-(2H-Benzotriazol-2-yl)-4-(1,1,3,3-tetramethylbutyl)-phenol N=1N(N=C2C1C=CC=C2)C2=CC(=CC=C2O)C(CC(C)(C)C)(C)C